7,9-dibromo-2-[(2,2,2-trifluoroethyl)amino]-8H-pyrido[1,2-a]pyrimidin-8-one BrC=1C(C(=C2N(C=CC(=N2)NCC(F)(F)F)C1)Br)=O